2,2-dimethylolbutane C(O)C(C)(CC)CO